(5R,6R)-5-hydroxy-6-((R)-5H-imidazo[5,1-a]isoindol-5-yl)-2-azaspiro[3.4]octane-2-sulfonamide O[C@H]1C2(CN(C2)S(=O)(=O)N)CC[C@@H]1[C@H]1N2C(C3=CC=CC=C13)=CN=C2